(R)-4-(1-(tert-butylsulfonyl)-5,5-dimethylpyrrolidin-3-yl)-5-(2-(hydroxymethyl)thieno[3,2-b]pyridin-7-yl)-3,4-dihydro-2H-benzo[b][1,4]oxazine-7-carbonitrile C(C)(C)(C)S(=O)(=O)N1C[C@@H](CC1(C)C)N1C2=C(OCC1)C=C(C=C2C2=C1C(=NC=C2)C=C(S1)CO)C#N